methyl-2-hydroxy-2-methyl-ethyl-2-hydroxy-phenyl ketone CC1=C(C(=C(C=C1)C(=O)C1=C(C(=C(C=C1)C)CC(O)C)O)O)CC(C)O